ClC1=C2CCN([C@@H](C2=C(C=C1)O)CN1C(COCC1)=O)C(=O)OC(C)(C)C tert-butyl (S)-5-chloro-8-hydroxy-1-((3-oxomorpholino) methyl)-3,4-dihydroisoquinoline-2(1H)-carboxylate